3-((2-(benzo[b]thiophen-3-yl)-9-isopropyl-9H-purin-6-yl)oxy)propanamide S1C2=C(C(=C1)C1=NC(=C3N=CN(C3=N1)C(C)C)OCCC(=O)N)C=CC=C2